S(=O)(=O)([O-])[O-].C(CCCCCCC\C=C/CCCCCCCC)(=O)[O-].[NH4+].[NH4+].[NH4+] ammonium oleate (sulfate)